ClC=1C=C(C=CC1OCC=1C=NC(=CC1)C(C)C)NC1=C(C(=NC2=CC(=C(C=C12)NC(\C=C\CN(C)C)=O)OCC)C)C#N (E)-N-(4-((3-chloro-4-((6-isopropylpyridin-3-yl)methoxy)phenyl)amino)-3-cyano-7-ethoxy-2-methylquinolin-6-yl)-4-(dimethylamino)but-2-enamide